BrC1(CC1)C#N 1-bromocyclopropane-1-carbonitrile